α-chloromethyl-p-hydroxystyrene ClCC(=C)C1=CC=C(C=C1)O